diethyl (3-(3-((2-amino-4-(butylamino)-6-methylpyrimidin-5-yl)methyl)-4-methoxy-benzamido) propyl)phosphonate NC1=NC(=C(C(=N1)NCCCC)CC=1C=C(C(=O)NCCCP(OCC)(OCC)=O)C=CC1OC)C